4-(4-(hexadecyloxy)phenyl)butan-1-ol C(CCCCCCCCCCCCCCC)OC1=CC=C(C=C1)CCCCO